(S)-N6-((1-(benzo[b]thiophen-4-yl)piperidin-4-yl)methyl)-N6-methyl-4,5,6,7-tetrahydroBenzo[d]thiazole-2,6-diamine S1C2=C(C=C1)C(=CC=C2)N2CCC(CC2)CN([C@@H]2CC1=C(N=C(S1)N)CC2)C